tert-butyl {(1S)-1-[1-(5-cyano-1,3-thiazol-2-yl)-1H-1,2,4-triazolyl]ethyl}carbamate C(#N)C1=CN=C(S1)N1N=C(N=C1)[C@H](C)NC(OC(C)(C)C)=O